ClC1=CC=C(C=C1)C=1C2=C(C(N(N1)C(C)C1=CC=C(C=C1)Cl)=O)N=C(S2)C 7-(4-chlorophenyl)-5-(1-(4-chlorophenyl)ethyl)-2-methylthiazolo[4,5-d]pyridazin-4(5H)-one